C(C)(C)(C)OC(=O)N1CCN(CC1)C1=CC(=NC(=N1)Cl)C(=O)O 6-(4-tert-butoxycarbonylpiperazin-1-yl)-2-chloro-pyrimidine-4-carboxylic acid